C(C1=CC=CC=C1)NC(N([C@@H]1CC[C@H](CC1)NC1=NC=C(C=C1)C#N)C1=CC=C(C=C1)C1=C(C=CC=C1)C#N)=O 3-benzyl-1-(2'-cyanobiphenyl-4-yl)-1-(trans-4-((5-cyanopyridin-2-yl)amino)cyclohexyl)urea